O=C1N(CCC2=C1C=NN2)C(=O)[O-] 4-oxo-1,4,6,7-tetrahydro-5H-pyrazolo[4,3-c]pyridine-5-carboxylate